(S)-tert-butyl (1-(4-aminobenzoyl)pyrrolidin-3-yl)(methyl)carbamate NC1=CC=C(C(=O)N2C[C@H](CC2)N(C(OC(C)(C)C)=O)C)C=C1